2-benzyl-1-methyl-3-oxo-3,5,6,7-tetrahydro-2H-cyclopenta[c]pyridine-6-carboxylic acid methyl ester COC(=O)C1CC=2C(=C(N(C(C2)=O)CC2=CC=CC=C2)C)C1